FC=1C=C(CCN2N(CCC2=O)C(=O)OC(C)(C)C)C=C(C1C(=O)OC)F tert-butyl 2-(3,5-difluoro-4-(methoxy carbonyl) phenethyl)-3-oxopyrazolidine-1-carboxylate